((S)-2-((tert-butoxycarbonyl) amino)-3,3-dimethylbutanoyl)-4-hydroxypyrrolidine-2-carboxylate C(C)(C)(C)OC(=O)N[C@H](C(=O)OC(=O)C1NCC(C1)O)C(C)(C)C